N-(1-((3-chloro-5-trifluoromethylpyridin-2-yl)oxy)propan-2-yl)-5-chloro-2,6-dimethylpyrimidin-4-amine ClC=1C(=NC=C(C1)C(F)(F)F)OCC(C)NC1=NC(=NC(=C1Cl)C)C